methyl 3-methoxyisobutyrate COCC(C(=O)OC)C